NC1=NN(C=2CNCCC21)C(=O)C2CCNC1=CC=C(C=C21)F (3-amino-4,5,6,7-tetrahydropyrazolo[3,4-c]pyridin-1-yl)(6-fluoro-1,2,3,4-tetrahydroquinolin-4-yl)methanone